[4-(4-benzyloxy-2,3-difluoro-phenyl)-1-(2-methoxyethyl)pyrazol-3-yl]methanol C(C1=CC=CC=C1)OC1=C(C(=C(C=C1)C=1C(=NN(C1)CCOC)CO)F)F